[Na].[C@@H]1([C@H](O)[C@H](O)[C@@H](COP(=O)(O)O)O1)N1C=NC=2C(O)=NC=NC12 5'-inosinic acid sodium